N1=CC(=CC=C1)C1=CC=NC2=CC=C(C=C12)C=1C=C(C=CC1)NC(C=C)=O N-{3-[4-(pyridin-3-yl)quinolin-6-yl]phenyl}prop-2-enamide